N(=[N+]=[N-])C(C(=O)[O-])CCCCCCCCCCCC azidomyristate